FC=1C=C(C=CC1)CC=1C=C2C=3C=C(C=CC3NC2=CC1)C(=O)OCC ethyl 6-[(3-fluorophenyl)methyl]-9H-carbazole-3-carboxylate